1,3,3,5-tetramethyl-8-[[(1R)-1-[3-(1,1-difluoro-2-hydroxy-2-methyl-propyl)phenyl]ethyl]amino]pyrrolo[2,3-g]phthalazin-2-one CN1C(C(C=2C1=CC=1C(=NN=C(C1C2)C)N[C@H](C)C2=CC(=CC=C2)C(C(C)(C)O)(F)F)(C)C)=O